BrC=1C(=C2C(CC(N(S2(=O)=O)C)CCCC)N(C1)C1=CC=C(C=C1)F)OC 7-bromo-3-butyl-5-(4-fluorophenyl)-8-methoxy-2-methyl-2,3,4,5-tetrahydro-1,2,5-benzothiadiazin-1,1-dioxide